C(C)(C)(C)OC(=O)N[C@H](CCCCC1=NC=CC(=C1)N(C(OC(C)(C)C)=O)C1=CC(=NN1C(C)(C)C)[C@@H]1C[C@@H](CC1)O[Si](C)(C)C(C)(C)C)C tert-butyl (2-((S)-5-((tert-butoxycarbonyl)amino)hexyl)pyridin-4-yl)(1-(tert-butyl)-3-((1S,3R)-3-((tert-butyldimethylsilyl)oxy)cyclopentyl)-1H-pyrazol-5-yl)carbamate